(5S)-9,9-dimethyl-8-oxo-2-(3-phenylcyclobutane-1-carbonyl)-2-azaspiro[4.5]dec-6-ene-7-carbonitrile CC1(C(C(=C[C@@]2(CCN(C2)C(=O)C2CC(C2)C2=CC=CC=C2)C1)C#N)=O)C